COC1=CC=C(CN2C(=NC3=NC=CC=C32)N[C@@H]3C[C@H](CC3)NC3=NC=C(C=N3)C=3C(N(C=CC3)C)=O)C=C1 3-(2-(((1S,3S)-3-((1-(4-methoxybenzyl)-1H-imidazo[4,5-b]pyridin-2-yl)amino)cyclopentyl)amino)pyrimidin-5-yl)-1-methylpyridin-2(1H)-one